(2S,4R)-1-(2-(3-acetyl-5-(pyridazin-4-yl)-1H-indol-1-yl)acetyl)-4-fluoro-N-(6-(trifluoromethyl)benzo[d]isoxazol-3-yl)pyrrolidine-2-carboxamide C(C)(=O)C1=CN(C2=CC=C(C=C12)C1=CN=NC=C1)CC(=O)N1[C@@H](C[C@H](C1)F)C(=O)NC1=NOC2=C1C=CC(=C2)C(F)(F)F